2-methyl-5-((4-methylthiazol-5-yl)methoxy)-N-(piperidin-4-yl)benzofuran-3-carboxamide CC=1OC2=C(C1C(=O)NC1CCNCC1)C=C(C=C2)OCC2=C(N=CS2)C